cyclopropa[3,4]benzo[1,2-e]azulen-9-yl myristate C(CCCCCCCCCCCCC)(=O)OC=1C2=C(C=3C(=C4C=CC=C4C=CC3)C1)C2